methyl (1S,3R,4R)-3-((6-(2,6-dichloro-3,5-dimethoxyphenyl) quinazolin-2-yl) amino)-4-hydroxycyclopentanecarboxylate ClC1=C(C(=C(C=C1OC)OC)Cl)C=1C=C2C=NC(=NC2=CC1)N[C@@H]1C[C@@H](C[C@H]1O)C(=O)OC